4-nitrophenol chloroformate ClC(=O)OC1=CC=C(C=C1)[N+](=O)[O-]